FC(C(=O)C=1C=NC=CC1)(F)F 2,2,2-Trifluoro-1-(pyridin-3-yl)ethan-1-on